1,7-Di-epi-α-cedrene C[C@@H]1CC[C@@H]2[C@@]13CC=C([C@H](C3)C2(C)C)C